(-)-5-({p-[2-(5-ethylpyridin-2-yl)-2-oxoethoxy]phenyl}methyl)-(5-2H)-1,3-thiazolidine-2,4-dione C(C)C=1C=CC(=NC1)C(COC1=CC=C(C=C1)CC1(C(NC(S1)=O)=O)[2H])=O